ClC1=C(C=C(C=C1F)F)O 2-Chloro-3,5-difluorophenol